C[C@@H]1N(C[C@@H](C1)OC1=NC=NC(=C1)OC1COC1)CC1=CN=C(S1)NC(C)=O N-(5-(((2S,4R)-2-methyl-4-((6-(oxetan-3-yloxy)pyrimidin-4-yl)oxy)pyrrolidin-1-yl)methyl)thiazol-2-yl)acetamide